CC(CC)=NCCC N-(1-methylpropylidene)-1-propylamine